2-((1r,5S,6S)-3-(4-cyano-3-((S)-2-methylazetidin-1-yl)-6,7-dihydro-5H-cyclopenta[c]pyridin-1-yl)-3-azabicyclo[3.1.1]heptan-6-yl)acetic acid C(#N)C=1C2=C(C(=NC1N1[C@H](CC1)C)N1C[C@H]3C([C@@H](C1)C3)CC(=O)O)CCC2